6-(3-((E)-((1S,2S,5R)-2-fluoro-9-azabicyclo[3.3.1]nonan-3-ylidene)methyl)-1,2,4-triazin-6-yl)isoquinolin-7-ol F[C@@H]\1[C@@H]2CCC[C@H](C/C1=C\C=1N=NC(=CN1)C=1C=C3C=CN=CC3=CC1O)N2